CC(SC(CC(SCSCSCSC(CC(SCS)SCS)SCS)SCS)SCS)S methyl-3,5,13,15-tetrakis(mercaptomethylthio)-1,17-dimercapto-2,6,8,10,12,16-hexathiaheptadecane